methyl (4-(3-(5-(4-acryloyl-2-oxopiperazin-1-yl)furan-2-yl)propanamido)butyl)carbamate C(C=C)(=O)N1CC(N(CC1)C1=CC=C(O1)CCC(=O)NCCCCNC(OC)=O)=O